N1CC(C1)C#CC1=CC(=C(C=C1)COC1=CC=CC(=N1)C1=CC(=C(C=C1F)CC=1N(C2=C(N1)C=CC(=C2)C(=O)O)CCOC)F)F 2-[[4-[6-[[4-[2-(azetidin-3-yl)ethynyl]-2-fluoro-phenyl]methoxy]-2-pyridyl]-2,5-difluoro-phenyl]methyl]-3-(2-methoxyethyl)benzimidazole-5-carboxylic acid